8-[[4,8-difluoro-2-[(2S,4R)-4-hydroxypyrrolidin-2-yl]-3,5,6,7-tetrahydrocyclopenta[f]benzimidazol-6-yl]methyl]-2-oxo-1-oxa-3,8-diazaspiro[4.5]decan FC1=C2C(=C(C=3N=C(NC31)[C@H]3NC[C@@H](C3)O)F)CC(C2)CN2CCC3(CNC(O3)=O)CC2